IC1=C(C(C(=O)[O-])=CC(=C1)I)O.[Li+] lithium 3,5-diiodosalicylate